FC=1C(=NC=CC1)/C=C/S(=O)(C1=NC=C(C=C1)OC)=N (E)-(2-(3-fluoropyridin-2-yl)vinyl)(imino)(5-methoxypyridin-2-yl)-λ6-sulfanone